4-(methoxy(methyl)carbamoyl)piperidine-1-carboxylic acid benzyl ester C(C1=CC=CC=C1)OC(=O)N1CCC(CC1)C(N(C)OC)=O